[(2S,3R,4R,5S,6S)-3,4,5-trimethoxy-6-methyl-tetrahydropyran-2-yl]-N-[4-[1-[4-(trifluorometh-oxy)phenyl]-1,2,4-triazol-3-yl]phenyl]carbamate CO[C@H]1[C@@H](O[C@H]([C@@H]([C@H]1OC)OC)C)OC(NC1=CC=C(C=C1)C1=NN(C=N1)C1=CC=C(C=C1)OC(F)(F)F)=O